GAMMA-METHYLPROLINE CC1C[C@H](NC1)C(=O)O